methacrylic acid, ethylaminopropylamide C(C)NCCCNC(C(=C)C)=O